CC1=CC=C2C=CN=C(C2=C1)NC1CC(C1)C(=O)O 3-[(7-methyl-1-isoquinolinyl)amino]cyclobutanecarboxylic acid